CC(C#N)(C)C1=CC=C(C=C1)N1C(N(C=2C=NC=3C=CC(=CC3C21)C=2C=NC1=CC=CC=C1C2)C)=O 2-methyl-2-[4-(3-methyl-2-oxo-8-quinolin-3-yl-2,3-dihydro-imidazo[4,5-c]quinolin-1-yl)-phenyl]-propionitrile